6-butanoyl-3-(isobutyl)amino-1,2,3,4-tetrahydro-9H-carbazole C(CCC)(=O)C=1C=C2C=3CC(CCC3NC2=CC1)NCC(C)C